5-(2,6-dioxopiperidin-3-yl)-2-(piperazin-1-yl)benzenesulfonyl fluoride O=C1NC(CCC1C=1C=CC(=C(C1)S(=O)(=O)F)N1CCNCC1)=O